BrC=1C(=C(N)C(=C(C1)C)C)C 3-bromo-2,5,6-trimethylaniline